bis(ethylthio)bis(thietanylthio)tin C(C)S[Sn](SC1SCC1)(SC1SCC1)SCC